FC1=CC=C(C=C1)[C@H](C)OC=1C=C(C=CC1NS(=O)(=O)CC(F)(F)F)C1=NNC(=C1C(=O)N)NC1=NC=CC=C1 (S)-3-(3-(1-(4-fluorophenyl)ethoxy)-4-((2,2,2-trifluoroethyl)sulfonamido)phenyl)-5-(pyridine-2-ylamino)-1H-pyrazole-4-carboxamide